FC(OC1=CC2=C(N=C(O2)NC2=NC3=C(N2C)C=CC(=C3)C(=O)O)C=C1)F 2-((6-(difluoromethoxy)benzo[d]oxazol-2-yl)amino)-1-methyl-1H-benzo[d]imidazole-5-carboxylic acid